FC(OC=1C=C(C=CC1)C(C(=O)NC=1SC(=NN1)N[C@H]1CN(CC1)C=1N=NC=CC1)OCC)F [3-(difluoromethoxy)phenyl]-2-ethoxy-N-[5-[[(3R)-1-pyridazin-3-ylpyrrolidin-3-yl]amino]-1,3,4-thiadiazol-2-yl]acetamide